C1(CC1)C=1C=CC2=C(CCC=3C(=C(NC23)C(=O)O)C2=CC(=CC(=C2)Cl)Cl)C1 7-cyclopropyl-3-(3,5-dichlorophenyl)-4,5-dihydro-1H-benzo[g]indole-2-carboxylic acid